C(C)NC(=O)Cl ethylaminoformyl chloride